C(C)(C)(C)OC(NC1CCC(CC1)SC1=CC(=CC=C1)C=O)=O ((1r,4r)-4-((3-formylphenyl)thio)cyclohexyl)carbamic acid tert-butyl ester